2-ethoxy-6-(4-methoxyphenyl)-8-(6-(trifluoromethoxy)pyridin-3-yl)-1,6-naphthyridin-7(6H)-one C(C)OC1=NC2=C(C(N(C=C2C=C1)C1=CC=C(C=C1)OC)=O)C=1C=NC(=CC1)OC(F)(F)F